ClC=1C(=NC(=NC1)NC=1C=C(CN2C[C@H](N([C@H](C2)C)CCO)C)C=C(C1)C1CC1)C1=CNC2=CC(=CC=C12)F 2-((2R,6S)-4-(3-((5-chloro-4-(6-fluoro-1H-indol-3-yl)pyrimidine-2-yl)amino)-5-cyclopropylbenzyl)-2,6-dimethylpiperazine-1-yl)ethane-1-ol